methyl (2S,4R)-1-((9,9-difluoro-9H-fluorene-3-carbonyl)glycyl)-4-hydroxypyrrolidine-2-carboxylate FC1(C2=CC=CC=C2C=2C=C(C=CC12)C(=O)NCC(=O)N1[C@@H](C[C@H](C1)O)C(=O)OC)F